(stearyl-oxy)titanium C(CCCCCCCCCCCCCCCCC)O[Ti]